ClC1=C(N)C=CC(=C1)Cl 2,4-Dichloroaniline